(3R,4R)-1-(cyclopropylsulfonyl)-4-((7-(2,6-difluorophenyl)-5-fluoropyrrolo[2,1-f][1,2,4]triazin-2-yl)amino)piperidin-3-ol C1(CC1)S(=O)(=O)N1C[C@H]([C@@H](CC1)NC1=NN2C(C=N1)=C(C=C2C2=C(C=CC=C2F)F)F)O